2-hydroxy-3-(3-methyl-2-butenyl)-1,4-naphthoquinone OC=1C(C2=CC=CC=C2C(C1CC=C(C)C)=O)=O